diethyl-indole C(C)C1=C(NC2=CC=CC=C12)CC